L-lysyl-L-phenylalanyl-L-tyrosyl-L-tryptophan N[C@@H](CCCCN)C(=O)N[C@@H](CC1=CC=CC=C1)C(=O)N[C@@H](CC1=CC=C(C=C1)O)C(=O)N[C@@H](CC1=CNC2=CC=CC=C12)C(=O)O